FC1(CN(CC1)C=1SC2=C(N1)C=C(C=C2)NC(=O)C=2C=CC1=C(CCO1)C2)F 2,3-dihydro-benzofuran-5-carboxylic acid [2-(3,3-difluoro-pyrrolidin-1-yl)-benzothiazol-5-yl]-amide